(3S)-4-amino-N-((5-cyclopropyl-2-pyridinyl)methyl)-3-methyl-N-(2-propanyl)-1,3-dihydrofuro[3,4-c][1,7]naphthyridine-8-carboxamide NC1=NC=2C=NC(=CC2C2=C1[C@@H](OC2)C)C(=O)N(C(C)C)CC2=NC=C(C=C2)C2CC2